COC(=O)C(C(C)C)C1=CC(=NO1)OCC1(CCN(CC1)C(=O)OC(C)(C)C)C tert-butyl 4-[[5-(1-methoxycarbonyl-2-methyl-propyl)isoxazol-3-yl]oxymethyl]-4-methyl-piperidine-1-carboxylate